zirconium(IV) hydrogen phosphate P(=O)(O)([O-])[O-].[Zr+4].P(=O)(O)([O-])[O-]